C(CCCCCCCCC)OC(CCCCCCCC(C(=O)OCCC(CCCCCC)CCCCCC)NC1C(CCC1)O)=O 3-hexylnonyl 6-(4-(decyloxy)-4-oxobutyl)((2-hydroxycyclopentyl)amino)hexanoate